6-(4-chlorophenyl)-3-oxo-2,3-dihydropyridazin-4-carboxylic acid ethyl ester C(C)OC(=O)C=1C(NN=C(C1)C1=CC=C(C=C1)Cl)=O